C(N)(=O)C1C(C2C=CC1C2)NC2=C(N=NC(=C2)NC2=NC=C(C=C2)F)C(=O)NC 4-((3-carbamoyl-bicyclo[2.2.1]hept-5-en-2-yl)amino)-6-((5-fluoropyridin-2-yl)amino)-N-methylpyridazine-3-carboxamide